(9H-Fluoren-9-yl)methyl (S)-(1-((4-(hydroxymethyl)-3-nitrophenyl)amino)-1-oxo-5-ureidopentan-2-yl)carbamate OCC1=C(C=C(C=C1)NC([C@H](CCCNC(=O)N)NC(OCC1C2=CC=CC=C2C=2C=CC=CC12)=O)=O)[N+](=O)[O-]